C(C)(C)(C)OC(=O)N\N=C\1/CCC(N(C1)C(=O)OCC1=CC=CC=C1)C benzyl (5E)-5-[(tert-butoxycarbonyl)hydrazono]-2-methylpiperidine-1-carboxylate